(6'-(aminomethyl)-[2,3'-bipyridin]-5-yl)-N-(5-chloro-4-(5,5-dimethyl-5,6-dihydro-4H-pyrrolo[1,2-b]pyrazol-3-yl)pyridin-2-yl)propionamide NCC1=CC=C(C=N1)C1=NC=C(C=C1)C(C(=O)NC1=NC=C(C(=C1)C1=C2N(N=C1)CC(C2)(C)C)Cl)C